ClC1=CC=C2C(=C(N(C2=C1C=1C(=NN(C1C)C)C)CCCCNC)C(=O)OC(C)(C)C)CCCOC1=CC=CC2=CC=CC=C12 tert-butyl 6-chloro-1-(4-(methylamino)butyl)-3-(3-(naphthalen-1-yloxy)propyl)-7-(1,3,5-trimethyl-1H-pyrazol-4-yl)-1H-indole-2-carboxylate